Acetic acid [8-cyclopropyl-6-fluoro-3,3-dimethyl-3,4-dihydro-1H-quinoxalin-(2E)-ylidene]-hydrazide C1(CC1)C=1C=C(C=C2NC(/C(/NC12)=N\NC(C)=O)(C)C)F